5-chloro-3-((2,3-dichlorophenylimino)-methyl)-2-(isobutyryl-oxy)phenyl nicotinate C(C1=CN=CC=C1)(=O)OC1=C(C(=CC(=C1)Cl)C=NC1=C(C(=CC=C1)Cl)Cl)OC(C(C)C)=O